Fmoc-(N-beta-allyloxycarbonyl)-L-alpha,beta-diaminopropionic acid C=CCOC(=O)NC[C@@H](C(=O)O)NC(=O)OCC1C2=CC=CC=C2C3=CC=CC=C13